NC1=CC(=C(C=C1S(=O)(=O)C)C1=NC=C(C2=C1C(=NO2)N)C=2C=NNC2)F 4-(4-amino-2-fluoro-5-(methylsulfonyl)phenyl)-7-(1H-pyrazol-4-yl)isoxazolo[4,5-c]pyridin-3-amine